5-Methyl-1(5H)-phenazinone CN1C2=CC=CC(C2=NC2=CC=CC=C12)=O